N-(3-fluoro-4-(5-hydroxy-1H-benzo[d][1,2,3]triazol-1-yl)benzyl)sulfamide FC=1C=C(CNS(=O)(=O)N)C=CC1N1N=NC2=C1C=CC(=C2)O